FC=1C=CC(=C2CCC(C12)O)[N+](=O)[O-] 7-fluoro-4-nitro-2,3-dihydro-1H-inden-1-ol